3-hydroxypropane-1,1-diphosphonic acid OCCC(P(O)(=O)O)P(O)(=O)O